5-bromo-4-(difluoromethyl)-N-(tert-amyl)pyridin-2-amine BrC=1C(=CC(=NC1)NC(C)(C)CC)C(F)F